ClCCCCC=CC(CCOCOCOCCC(C)C=CCCCCCl)C (3E)-6-chloro-3-hexenylbutyloxymethyl ether